N12C[C@H](C(CC1)CC2)OC(N[C@@H]2C(CC1=CC(=CC=C21)Br)(C)C)=O (S)-quinuclidin-3-yl((R)-5-bromo-2,2-dimethyl-2,3-dihydro-1H-inden-1-yl)carbamate